(S)-Ethyl 4'-((5-((1-(4-nitrophenyl)ethyl)carbamoyl)-1H-indol-1-yl)methyl)-[1,1'-biphenyl]-3-carboxylate [N+](=O)([O-])C1=CC=C(C=C1)[C@H](C)NC(=O)C=1C=C2C=CN(C2=CC1)CC1=CC=C(C=C1)C1=CC(=CC=C1)C(=O)OCC